N1C(=NC=C1)NC1=CC(=C(C=C1)C1=CN=C(S1)[C@@H]1CC[C@H](CC1)NC(OC(C)C)=O)S(NCC)(=O)=O isopropyl (trans-4-(5-(4-((1H-imidazol-2-yl)amino)-2-(N-ethylsulfamoyl)phenyl)thiazol-2-yl)cyclohexyl)carbamate